[N+](=O)([O-])C1=CC=C(C=C1)OC(C(F)(F)F)(C)C 1-nitro-4-((1,1,1-trifluoro-2-methylpropan-2-yl)oxy)benzene